NC=1SC2=C(N1)C1(CN(C1)C(=O)OC(C)(C)C)CC2 tert-butyl 2-aminospiro[5,6-dihydro-cyclopenta[d]thiazole-4,3'-azetidine]-1'-carboxylate